N-(1-(6-(1,1-difluoroethyl)pyridin-2-yl)-3-(6-ethyl-3,6-diazabicyclo[3.1.1]hept-3-yl)-1H-pyrazolo[4,3-C]pyridin-6-yl)acetamide FC(C)(F)C1=CC=CC(=N1)N1N=C(C=2C=NC(=CC21)NC(C)=O)N2CC1N(C(C2)C1)CC